2-(7,8-difluoro-3-(methoxy-methoxy)naphthalen-1-yl)-4,4,5,5-tetramethyl-1,3,2-dioxaborolane FC1=CC=C2C=C(C=C(C2=C1F)B1OC(C(O1)(C)C)(C)C)OCOC